C(C)(C)N1N=CC=2C1=NC(=NC2NC=2N=CN(C2)C2=CC(=C(C(=C2)OC)OC)OC)C2COCC2 1-isopropyl-6-(tetrahydrofuran-3-yl)-N-(1-(3,4,5-trimethoxyphenyl)-1H-imidazol-4-yl)-1H-pyrazolo[3,4-d]pyrimidin-4-amine